FC(=C(OC(C(OC(F)(F)F)(F)F)(F)F)F)F perfluoro(3,6-dioxa-1-heptene)